N1=C2C(=NC=C1)CNC2 6,7-dihydro-5H-pyrrolo[3,4-b]-pyrazine